1-(4-(3-(2-chloro-4-fluorophenyl)-1,2,4-oxadiazol-5-yl)piperidin-1-yl)-2-(4-methyl-1,2,5-oxadiazol-3-yl)ethan-1-one ClC1=C(C=CC(=C1)F)C1=NOC(=N1)C1CCN(CC1)C(CC1=NON=C1C)=O